C(C1=CC=CC=C1)N([C@@H](CC(=O)OCC)C=1C=C(C(=CC1)OC)C1=CC(=CC=C1)OC)[C@H](C)C1=CC=CC=C1 ethyl (S)-3-(benzyl((R)-1-phenylethyl)amino)-3-(3',6-dimethoxybiphenyl-3-yl)propanoate